C(C1=CC=CC=C1)OC(=O)N1CC(C(C1)CO)NC(=O)OC(C)(C)C 3-[[(tert-butoxy)carbonyl]amino]-4-(hydroxymethyl)pyrrolidine-1-carboxylic acid benzyl ester